N-[(4,5-difluoro-1H-benzimidazol-2-yl)methyl]-2-(morpholin-4-yl)-8-(2,2,2-trifluoroethyl)pyrazolo[1,5-a][1,3,5]triazin-4-amine FC1=C(C=CC=2NC(=NC21)CNC2=NC(=NC=1N2N=CC1CC(F)(F)F)N1CCOCC1)F